OC(C#CC=1C=CC(=C(C(=O)OC)C1)OC)(C)C methyl 5-(3-hydroxy-3-methylbut-1-yn-1-yl)-2-methoxybenzoate